(3-(cyclohexa-2,4-dien-1-ylmethoxy)-5-methyl-6-(3-phenoxybenzyl)-2-propylpyridin-4-yl)methylamine C1(C=CC=CC1)COC=1C(=NC(=C(C1CN)C)CC1=CC(=CC=C1)OC1=CC=CC=C1)CCC